C(C)(=O)OCCC(=O)O beta-acetoxypropionic acid